(S)-2-((tert-butyldimethylsilyl)oxy)propionyl chloride [Si](C)(C)(C(C)(C)C)O[C@H](C(=O)Cl)C